NC(C[C@H](P(=O)(OC1=CC=CC=C1)OC1=CC=CC=C1)NC(OCCCCCC)=O)=O Hexyl (S)-(3-amino-1-(diphenoxyphosphoryl)-3-oxopropyl)carbamate